4-[5-(1-hydroxy-1-methyl-ethyl)-2-[[6-(4-piperidylmethyl)-3-pyridyl]oxy]phenyl]-6-methyl-1H-pyrrolo[2,3-c]pyridin-7-one OC(C)(C)C=1C=CC(=C(C1)C=1C2=C(C(N(C1)C)=O)NC=C2)OC=2C=NC(=CC2)CC2CCNCC2